isopropyl trans-N-[4-[5-[2-(ethylsulfamoyl)-4-(2H-triazol-4-ylamino)phenyl]thiazol-2-yl]cyclohexyl]carbamate C(C)NS(=O)(=O)C1=C(C=CC(=C1)NC1=NNN=C1)C1=CN=C(S1)[C@@H]1CC[C@H](CC1)NC(OC(C)C)=O